2-(4-chlorophenyl)-5-trifluoromethylpyrrole-3-carbonitrile ClC1=CC=C(C=C1)C=1NC(=CC1C#N)C(F)(F)F